Cl.N[C@@]1(C[C@H](CCC1)C1CC1)C(=O)OC methyl trans-1-amino-3-cyclopropylcyclohexane-1-carboxylate hydrochloride